1-(6-cyclopropyl-2-(((2-((1R,2R)-2-(4-methylpyrimidin-2-yl)cyclopropyl)quinolin-7-yl)amino)methyl)imidazo[1,2-a]pyridin-8-yl)-3-methylimidazolidine-2,4-dione C1(CC1)C=1C=C(C=2N(C1)C=C(N2)CNC2=CC=C1C=CC(=NC1=C2)[C@H]2[C@@H](C2)C2=NC=CC(=N2)C)N2C(N(C(C2)=O)C)=O